C(#N)C1(CC1)NS(=O)(=O)C=1C=C(C=2N(C1)C(=NC2)C=2SC(=NN2)C(F)(F)F)N2CCN(CC2)C2=NC=CC=C2 N-(1-cyanocyclopropyl)-8-(4-(pyridin-2-yl)piperazin-1-yl)-3-(5-(trifluoromethyl)-1,3,4-thiadiazol-2-yl)imidazo[1,5-a]pyridine-6-sulfonamide